tert-butyl ((trans)-4-(methylsulfonyl)cyclohexyl)carbamate CS(=O)(=O)[C@@H]1CC[C@H](CC1)NC(OC(C)(C)C)=O